OC1(OC2=CC=CC(=C2C(C1)=O)C)C1=CC=CC=C1 hydroxy-5-methyldihydroflavone